CC1=CC=C(C=C1)S(=O)(=O)O.NCC(COC1=CC2=C(N=C(O2)NC(C(=O)NC)CC2=CC=CC=C2)C=C1)=CF (6-((2-(aminomethyl)-3-fluoro-allyl)oxy)benzo[d]oxazol-2-yl)amino-N-methyl-3-phenylpropanamide 4-methylbenzenesulfonate